5-(1-benzyl-1H-pyrazol-4-yl)-4-(3-chlorophenyl)-1-methylpyridin-2(1H)-one C(C1=CC=CC=C1)N1N=CC(=C1)C=1C(=CC(N(C1)C)=O)C1=CC(=CC=C1)Cl